2-(4-(1-(tert-Butoxycarbonyl)piperidin-4-yl)phenyl)-6-(4-(4-(trifluoromethyl)phenyl)-1H-1,2,3-triazol-1-yl)isonicotinic acid C(C)(C)(C)OC(=O)N1CCC(CC1)C1=CC=C(C=C1)C=1C=C(C(=O)O)C=C(N1)N1N=NC(=C1)C1=CC=C(C=C1)C(F)(F)F